C(C)(C)OCC1CCC2=CC=3CCCC3C(=C12)NC(=O)N=S(=O)(N)C=1C=NN2C1OCCC2 N'-((3-(isopropoxymethyl)-1,2,3,5,6,7-hexahydro-s-indacen-4-yl)carbamoyl)-6,7-dihydro-5H-pyrazolo[5,1-b][1,3]oxazine-3-sulfonimidamide